(±)-(4aR,13bS)-10-chloro-11-methoxy-4-(pyridin-3-ylmethyl)-1,2,3,4,4a,5,6,13b-octahydro-8H-[1,6]naphthyridino[5,6-b]quinazolin-8-one ClC=1C=C2C(N3C(=NC2=CC1OC)[C@H]1CCCN([C@@H]1CC3)CC=3C=NC=CC3)=O |r|